C(CCCCCCCCCCCCCCCCCCC)N icosyl-amine